FC1=C(C=C(CS(=O)(=O)N2C(CC(CC2)=O)(C)C)C=C1)[N+](=O)[O-] 1-((4-fluoro-3-nitrobenzyl)sulfonyl)-2,2-dimethylpiperidin-4-one